methyl 3-(2,2-difluoroethyl)bicyclo[1.1.1]pentane-1-carboxylate FC(CC12CC(C1)(C2)C(=O)OC)F